S1C=NC2=C1C=CC(=C2)CNCC2CC2 1-(benzo[d]thiazol-5-yl)-N-(cyclopropylmethyl)methanamine